ClC1=C(NC2=NSC=3C2=NC=C(N3)C=NCC(CC(=O)O)O)C=CC=C1C1=CC=CC=C1 4-((3-(2-chloro-3-phenylanilino)isothiazolo[4,5-b]pyrazin-6-ylmethylene)amino)-3-hydroxybutyric acid